2-chloropyridin ClC1=NC=CC=C1